6-[1-[4-[4-[4-[(2,6-dioxo-3-piperidyl)amino]-2,6-difluoro-phenyl]piperazin-1-yl]cyclohexyl]pyrazol-4-yl]-4-(6-fluoro-3-pyridyl)pyrazolo[1,5-a]pyrazine-3-carbonitrile O=C1NC(CCC1NC1=CC(=C(C(=C1)F)N1CCN(CC1)C1CCC(CC1)N1N=CC(=C1)C=1N=C(C=2N(C1)N=CC2C#N)C=2C=NC(=CC2)F)F)=O